P(=O)(F)(F)OC(COC(C#C)C)COC(C#C)C 1,3-bis(1-methylpropynyloxy)-2-propanol difluorophosphate